C1(=CC=CC=C1)[Pd]C1=CC=CC=C1 diphenylpalladium